C1(=CC=CC=C1)P(C=1[CH-]C=CC1)C1=CC=CC=C1.[CH-]1C(=CC=C1)P(C1=CC=CC=C1)C1=CC=CC=C1.[Fe+2] 2,2'-bis(diphenylphosphino)ferrocene